CNN(C)C methylamino-dimethylamine